OC1=CC=C(C=C1)C1=CC=C(C=C1)O 4,4'-dihydroxy-p-biphenyl